1-(3-fluoro-4-(7-(4-methyl-1H-imidazol-2-yl)-1-oxoisoindolin-4-yl)phenyl)-3-(3-(trifluoromethyl)phenyl)urea FC=1C=C(C=CC1C1=C2CNC(C2=C(C=C1)C=1NC=C(N1)C)=O)NC(=O)NC1=CC(=CC=C1)C(F)(F)F